FC(CN1C(=NC2=C1C=C(C=C2F)C=2C(=CN1N=C(N=C(C12)OC)N[C@H]1[C@H](CN(CC1)CCOC)F)F)C)F 5-(1-(2,2-difluoroethyl)-4-fluoro-2-methyl-1H-benzo[d]imidazol-6-yl)-6-fluoro-N-((3S,4R)-3-fluoro-1-(2-methoxyethyl)piperidin-4-yl)-4-methoxypyrrolo[2,1-f][1,2,4]triazin-2-amine